dipropoxymethyl-acryl-urea C(CC)OC(OCCC)N(C(=O)N)C(=O)C=C